C(C)(C)C1=C(C=CC=C1)C=1N=CC2=C(N1)C(=CN2C)CC=2C=NC(=CC2)C=2N(C=C(N2)C(F)(F)F)C 2-(2-isopropylphenyl)-5-methyl-7-((6-(1-methyl-4-(trifluoromethyl)-1H-imidazol-2-yl)pyridin-3-yl)methyl)-5H-pyrrolo[3,2-d]pyrimidine